2-[2-[4-fluoro-2-[(1-pyridin-2-ylpyrazol-4-yl)methyl]phenyl]pyrimidin-5-yl]ethanamine FC1=CC(=C(C=C1)C1=NC=C(C=N1)CCN)CC=1C=NN(C1)C1=NC=CC=C1